1-(O-((2-oxabicyclo[2.2.2]octan-4-yl)methyl)-L-threonyl)piperidine-4-carbonitrile C12OCC(CC1)(CC2)CO[C@@H]([C@H](N)C(=O)N2CCC(CC2)C#N)C